benzotriazole diethylamine salt C(C)NCC.N1N=NC2=C1C=CC=C2